methyl 5-methoxy-2,3-dihydrobenzofuran-2-carboxylate COC=1C=CC2=C(CC(O2)C(=O)OC)C1